((1S,4R,6R)-6-((6-(trifluoromethyl)pyridazin-3-yl)oxy)-2-azabicyclo[2.2.1]hept-2-yl)methanone FC(C1=CC=C(N=N1)O[C@@H]1C[C@@H]2CN([C@H]1C2)C=O)(F)F